1,5-diisocyanato-3-(isocyanatomethyl)pentane N(=C=O)CCC(CCN=C=O)CN=C=O